FC=1C(=C(C(=CC1)C(C)C)NC(=O)NS(=O)(=O)C1=CC(=CC=C1)C(C)(C)O)C(C)C N-(3-fluoro-2,6-diisopropylphenyl-carbamoyl)-3-(2-hydroxypropan-2-yl)benzenesulfonamide